2-(1-[7-methyl-3-(piperidin-1-yl)quinoxalin-5-yl]ethyl-amino)-benzoic acid CC1=CC(=C2N=C(C=NC2=C1)N1CCCCC1)C(C)NC1=C(C(=O)O)C=CC=C1